1'-(2-methoxy-4-((4-(3-phenylisooxazolidin-2-yl)-5-(trifluoromethyl)pyrimidin-2-yl)amino)phenyl)-N,N-dimethyl-[1,4'-bipiperidin]-4-amine COC1=C(C=CC(=C1)NC1=NC=C(C(=N1)N1OCCC1C1=CC=CC=C1)C(F)(F)F)N1CCC(CC1)N1CCC(CC1)N(C)C